(5R,8aS)-3-chloro-1-(1-methanesulfonyl-1-methyl-ethyl)-5-methyl-5,6,8a,9-tetrahydro-8H-7,10-dioxa-2,4,4b-triazaphenanthrene ClC=1N=C(C=2OC[C@@H]3COC[C@H](N3C2N1)C)C(C)(C)S(=O)(=O)C